N-[3-[2-[4-(4-methylpiperazin-1-yl)anilino]thieno[3,2-d]pyrimidin-4-yl]oxyphenyl]prop-2-enamide CN1CCN(CC1)C1=CC=C(NC=2N=C(C3=C(N2)C=CS3)OC=3C=C(C=CC3)NC(C=C)=O)C=C1